C(C)(=O)N1C(SC[C@H]1C(=O)OCC)C(C)CCCCCCCCC ethyl (±)-(4R)-3-acetyl-2-(undecan-2-yl)thiazolidine-4-carboxylate